Tetrafluorosilane F[Si](F)(F)F